C(C)(=O)C1=CC(CC1)=O 1-acetyl-1-cyclopenten-3-one